CCC=CCCCCCC=CCCCC pentadec-3,10-diene